C(#C)C=1SC=C(N1)NC(CCC1=CC=CC=C1)=O N-(2-ethynylthiazol-4-yl)-3-phenylpropanamide